C(C)NC=1C2=C(N=C(N1)NC1=CC=C(C=3OCCOC31)C(=O)N3CCN(CC3)C3COC3)NC=C2C#N 4-(ethylamino)-2-((8-(4-(oxetan-3-yl)piperazine-1-carbonyl)-2,3-dihydrobenzo[b][1,4]dioxin-5-yl)amino)-7H-pyrrolo[2,3-d]pyrimidine-5-carbonitrile